tert-butyl 6-[(1E)-[4,5-dichloro-2-(prop-2-en-1-yloxy)phenyl][(2-methylpropane-2-sulfinyl)imino]methyl]-3-azabicyclo[3.1.1]heptane-3-carboxylate ClC1=CC(=C(C=C1Cl)/C(/C1C2CN(CC1C2)C(=O)OC(C)(C)C)=N/S(=O)C(C)(C)C)OCC=C